C(CN(CC(C)O)CC(C)O)N(CC(C)O)CC(C)O [1,2-ethanediyldi(nitrilo)]tetra(2-propanol)